CC1=NC(=CC(=N1)NC1=C(C(=O)NOCC)C(=CC=N1)NC1=C(C=C(C=C1)F)N(S(=O)(=O)C1CC1)C)C ((2,6-dimethyl-pyrimidin-4-yl)amino)-N-ethoxy-4-((4-fluoro-2-(N-methyl-cyclopropylsulfonamido)phenyl)-amino)nicotinamide